COC=1C=CC=2N(C1)N=CC2C(=O)O 6-methoxypyrazolo[1,5-a]pyridine-3-carboxylic acid